CN1C(C(=NC2=CC=C(C=C12)C(=O)O)C(C)=O)=O.C(C)(C)(CC)C1=C(C=CC(=C1)C(C)(C)CC)C1=C(C=CC=C1)S 2,4-di-tert-pentylphenyl-thiophenol methyl-2-acetyl-3-oxo-3,4-dihydroquinoxaline-6-carboxylate